tert-butyl-N-(6-methoxy-2-(piperidin-4-yl)-2H-indazol-5-yl)-6-(trifluoromethyl)pyridinecarboxamide C(C)(C)(C)C=1C(=NC(=CC1)C(F)(F)F)C(=O)NC1=CC2=CN(N=C2C=C1OC)C1CCNCC1